FC(C(=O)O)(F)F.C1(CC1)NCC1=CC=C(C(=O)OC)C=C1 methyl 4-((cyclopropylamino)methyl)benzoate trifluoroacetate